N=1N(N=C2C1C=CC=C2)C2=C(C(=CC(=C2)C(CC(C)(C)C)(C)C)CC2=C(C(=CC(=C2)C)C(C)(C)C)O)O 2-(2H-benzotriazol-2-yl)-6-[[3-(1,1-dimethylethyl)-2-hydroxy-5-methylphenyl]methyl]-4-(1,1,3,3-tetramethylbutyl)-phenol